rac-N-((4R,5R)-4-(2-bromophenyl)-6-oxo-1-phenyl-4,5,6,7-tetrahydro-1H-pyrazolo[3,4-b]pyridin-5-yl)-3-(trifluoromethyl)benzamide BrC1=C(C=CC=C1)[C@H]1C2=C(NC([C@@H]1NC(C1=CC(=CC=C1)C(F)(F)F)=O)=O)N(N=C2)C2=CC=CC=C2 |r|